1-((3s,5r)-1-propenyl-5-(methoxymethyl)pyrrolidin-3-yl)-3-((6-chloro-1-cyclopropyl-2-methyl-1H-benzo[d]imidazol-5-yl)ethynyl)-5-((2-hydroxyethyl)amino)-1H-pyrazole-4-carboxamide C(=CC)N1C[C@H](C[C@@H]1COC)N1N=C(C(=C1NCCO)C(=O)N)C#CC1=CC2=C(N(C(=N2)C)C2CC2)C=C1Cl